NC1=C(C(=O)N2CCC(CC2)N2C(NC3=NC=C(C=C32)OC3CN(CC3)C)=O)C=CC(=C1)OC(F)(F)F 1-[1-[2-amino-4-(trifluoromethoxy)benzoyl]-4-piperidyl]-6-[1-methylpyrrolidin-3-yl]oxy-3H-imidazo[4,5-b]pyridin-2-one